FC1(CC(N(C1)[C@@H]1CC[C@H](CC1)NC(=O)C=1C2=C(N=C(N1)N1C=NC=C1)CCC2)=O)F N-((trans)-4-(4,4-difluoro-2-oxopyrrolidin-1-yl)cyclohexyl)-2-(1H-imidazol-1-yl)-6,7-dihydro-5H-cyclopenta[d]pyrimidine-4-carboxamide